CN1N=CC=CC1=O 2-methyl-2,3-dihydropyridazin-3-one